1-cyanomethylpseudouridine C(#N)CN1C=C([C@H]2[C@H](O)[C@H](O)[C@@H](CO)O2)C(NC1=O)=O